CN(C=1C(C(C1NCC=1SC=CC1)=O)=O)CC1=CC=C(C=C1)C1=NOC(=N1)C(F)(F)F 3-(methyl(4-(5-(trifluoromethyl)-1,2,4-oxadiazol-3-yl)benzyl)amino)-4-((thiophen-2-ylmethyl)amino)cyclobut-3-ene-1,2-dione